3-ethyl-1-[(2R,5S)-5-(methoxymethyl)-2,5-dihydrofuran-2-yl]-5-methyl-1,2,3,4-tetrahydropyrimidine-2,4-dione C(C)N1C(N(C=C(C1=O)C)[C@@H]1O[C@@H](C=C1)COC)=O